[F-].[F-].C1CCCCCCC1 cyclooctane difluoride